4-hydroxyethylpiperazineethanesulfonic acid-HCl Cl.OCCN1CCN(CC1)CCS(=O)(=O)O